COC(=O)C1(C(CCC1)CC)C1=CC(=CC=C1)Br Ethyl-1-(3-bromophenyl)cyclopentane-1-carboxylic acid methyl ester